1-Hydroxy-6,6-dimethyl-3-pentyl-7,8-dihydro-6aH-benzo[c]chromen-9-one OC1=C2C=3C(C(OC2=CC(=C1)CCCCC)(C)C)CCC(C3)=O